5-amino-3-(2-(4-(2,4-difluoro-5-(morpholin-2-ylmethoxy)phenyl)piperazin-1-yl)ethyl)-8-(furan-2-yl)thiazolo[5,4-e][1,2,4]triazolo[1,5-c]pyrimidin-2(3H)-one NC1=NC2=C(C=3N1N=C(N3)C=3OC=CC3)SC(N2CCN2CCN(CC2)C2=C(C=C(C(=C2)OCC2CNCCO2)F)F)=O